ClC1=CC2=C(OCC(N2)=O)C=C1C1=C(C=NC=C1C)C 6-chloro-7-(3,5-dimethylpyridin-4-yl)-2H-benzo[b][1,4]Oxazin-3(4H)-one